Heptadecan-9-yl 8-((2-(2-(dimethylamino)ethoxy)ethyl) (8-(nonyloxy)-8-oxooctyl)amino)octanoate CN(CCOCCN(CCCCCCCC(=O)OC(CCCCCCCC)CCCCCCCC)CCCCCCCC(=O)OCCCCCCCCC)C